(3-(ethoxycarbonyl)pyridin-4-yl)boronic acid pinacol ester C(C)OC(=O)C=1C=NC=CC1B1OC(C)(C)C(C)(C)O1